O=C(C=O)CC oxobutanal